((2S,6R)-4-acryloyl-2,6-dimethylpiperazin-1-yl)-7-(2-fluoro-5-methylphenyl)-1-(2-isopropyl-4-methylpyridin-3-yl)-2-oxo-1,2-dihydropyrido[2,3-d]pyrimidine-6-carbonitrile C(C=C)(=O)N1C[C@@H](N([C@@H](C1)C)C=1C2=C(N(C(N1)=O)C=1C(=NC=CC1C)C(C)C)N=C(C(=C2)C#N)C2=C(C=CC(=C2)C)F)C